2-[(4-propyl-5-pyridin-4-yl-1,2,4-triazol-3-yl)sulfanyl]acetamide C(CC)N1C(=NN=C1C1=CC=NC=C1)SCC(=O)N